C(#N)C1=C2C=CC(=CC2=CC=C1)C(=O)O 5-cyano-2-naphthoic acid